C1CCC2CCC=CCC12 1,2,3,3a,4,5,8,8a-octahydroazulene